C(#N)C=1C(=C(C=C(C1)F)C=1C=CC=C2C(=C(C=NC12)C(=O)NN1CCOC2=C1C=CC=C2)N2CCOCC2)F 8-(3-cyano-2,5-difluoro-phenyl)-N-(2,3-dihydro-1,4-benzoxazin-4-yl)-4-morpholino-quinoline-3-carboxamide